N1CCC2C1CNC2C(=O)O octahydropyrrolo[2,3-c]pyrrole-4-carboxylic acid